4-bromo-1-methyl-1H-1,2,3-triazole-5-carboxaldehyde BrC=1N=NN(C1C=O)C